NC=1C=CC(=NC1C1CC1)N1[C@H]2CN([C@@H](C1)C2)C(=O)OC(C)(C)C tert-butyl (1R,4R)-5-(5-amino-6-cyclopropyl-2-pyridyl)-2,5-diazabicyclo[2.2.1]heptane-2-carboxylate